CS=NS(=O)(=O)C1=CC=C(C=C1)COCC#C N-(methylsulfaneylidene)-4-((prop-2-yn-1-yloxy)methyl)benzenesulfonamide